C1NCCN2COCCC21 hexahydropyrazino[1,2-c][1,3]oxazin